(3aR,6aS)-5-[[6-(2,4-dimethylpyrazol-3-yl)pyridazin-3-yl]oxy-methyl]-2-(tetrahydro-pyran-3-ylmethyl)-3,3a,4,5,6,6a-hexahydro-1H-cyclopenta[c]pyrrole CN1N=CC(=C1C1=CC=C(N=N1)OCC1C[C@@H]2[C@@H](CN(C2)CC2COCCC2)C1)C